BrC1=C(C=C2C(=C(C(=NC2=C1F)C1=C2CCN(CC2=CC=C1)C)C#N)N1CCN(CC1)C(=O)OC(C)(C)C)Cl tert-Butyl 4-(7-bromo-6-chloro-3-cyano-8-fluoro-2-(2-methyl-1,2,3,4-tetrahydroisoquinolin-5-yl)quinolin-4-yl)piperazine-1-carboxylate